(6S,7S)-6-fluoro-7-(3-fluorophenyl)-3-(tetrahydro-2H-pyran-4-yl)-5,6,7,8-tetrahydropyrido[2,3-d]pyrimidine-2,4(1H,3H)-dione F[C@H]1CC2=C(NC(N(C2=O)C2CCOCC2)=O)N[C@H]1C1=CC(=CC=C1)F